N,N-bis(phenyl)-benzidine C1(=CC=CC=C1)N(C1=CC=C(C=C1)C1=CC=C(N)C=C1)C1=CC=CC=C1